CN(C)C1=CC=NC=C1 4-(N,N-Dimethylamino)-Pyridin